(S)-2-(hydrazinocarbonyl)piperidine-1-carboxylic acid tert-butyl ester C(C)(C)(C)OC(=O)N1[C@@H](CCCC1)C(=O)NN